OCCN1C(N(C(N(C1=O)CCCS)=O)CCCS)=O 1-(2-hydroxyethyl)-3,5-bis(3-mercaptopropyl)-1,3,5-triazine-2,4,6-trione